C(C)S(=O)(=O)NC1CCC(CC1)C(=O)OC Methyl (1r,4r)-4-(ethylsulfonamido)cyclohexane-1-carboxylate